bis(3,5-diphenoxyphenyl)diphenylsilane O(C1=CC=CC=C1)C=1C=C(C=C(C1)OC1=CC=CC=C1)[Si](C1=CC=CC=C1)(C1=CC=CC=C1)C1=CC(=CC(=C1)OC1=CC=CC=C1)OC1=CC=CC=C1